O=C1N(CC2=CC(=CC=C12)C1CCN(CC1)CC1=CC=C(C=C1)C1=CSC=C1)C1C(NC(CC1)=O)=O 3-(1-oxo-5-(1-(4-(thiophen-3-yl)benzyl)piperidin-4-yl)isoindolin-2-yl)piperidine-2,6-dione